Cl.Cl.Cl.NCCCCCCN[C@@H](CCCCN)C(=O)OC=1C=CC2=C3C=CC=4C=CCC4C3=CC=C2C1 cyclopenta[a]phenanthren-3-yl (6-aminohexyl)-L-lysinate trihydrochloride